CN1N=CC(=C1)C=1C=CC=2N(C1)N=CC2N2CCN(CC2)C2=NC=C(C=N2)OC2=CC=CC=C2 6-(1-methyl-1H-pyrazol-4-yl)-3-(4-(5-phenoxypyrimidin-2-yl)piperazin-1-yl)pyrazolo[1,5-a]pyridine